N-(3-Acetamidophenyl)-2-chloro-N-(1-(4-nitrophenyl)-2-oxo-2-(phenethyl-amino)ethyl)acetamide C(C)(=O)NC=1C=C(C=CC1)N(C(CCl)=O)C(C(NCCC1=CC=CC=C1)=O)C1=CC=C(C=C1)[N+](=O)[O-]